BrC=1C=C(C(=NC1)C=1OC2=C(N1)C=C(C=C2)S(=O)(=O)C(F)(F)F)S(=O)(=O)CC 2-[5-bromo-3-(ethylsulfonyl)pyridin-2-yl]-5-trifluoromethanesulfonyl-1,3-benzoxazole